(S)-3-(1-(2-chloro-4-(5-(4-(cyanomethoxy)-2,3-difluorophenyl)-1-methyl-1H-imidazole-2-carboxamido)benzoyl)piperidine-4-carboxamido)-1,1-dimethylpyrrolidin-1-ium formate C(=O)[O-].ClC1=C(C(=O)N2CCC(CC2)C(=O)N[C@@H]2C[N+](CC2)(C)C)C=CC(=C1)NC(=O)C=1N(C(=CN1)C1=C(C(=C(C=C1)OCC#N)F)F)C